(1s,4s)-4-((6-(2-((tetrahydro-2H-pyran-4-yl)ethynyl)thiazol-5-yl)isoquinolin-4-yl)oxy)cyclohexane-1-carboxylic acid O1CCC(CC1)C#CC=1SC(=CN1)C=1C=C2C(=CN=CC2=CC1)OC1CCC(CC1)C(=O)O